(S)-1-(4-(2-aminopropoxy)-3-fluoropyridin-2-yl)-4-(5-(trifluoromethyl)pyridin-2-yl)piperazin-2-one hydrochloride Cl.N[C@H](COC1=C(C(=NC=C1)N1C(CN(CC1)C1=NC=C(C=C1)C(F)(F)F)=O)F)C